OC1C(=NC=C(C1=O)CCN1C(C=2C(C1=O)=CC(=CC2)OCC2=C(C=C(C=C2)F)F)=O)C N-(2-(3-hydroxy-2-methyl-4-oxopyridyl)ethyl)-4-(2,4-difluorobenzyloxy)phthalimide